4,5-dibromo-1H-pyrazole BrC=1C=NNC1Br